The molecule is glycerol in which the hydrogen of one of the primary hydroxy groups is substituted by a 4-chlorophenyl group. It has antifungal and antibacterial properties, and is used for treatment of cutaneous and vaginal infections. Its 1-carbamate is used as a skeletal muscle relaxant for the treatment of painful muscle spasm. It has a role as a muscle relaxant, an antibacterial drug and an antifungal drug. It is a glycol, a member of propane-1,2-diols and a member of monochlorobenzenes. C1=CC(=CC=C1OCC(CO)O)Cl